C(CCCCCCCCCCCCC)N1C(=C(C(C(=C1)O)=O)O)C N-tetradecyl-2-methyl-3,5-dihydroxypyridin-4-one